CN(CCCC(=O)NC=1C=NC=C(C1)B1OC(C(O1)(C)C)(C)C)C 4-(dimethylamino)-N-[5-(4,4,5,5-tetramethyl-1,3,2-dioxaborolan-2-yl)pyridin-3-yl]butanamide